C(C)N(CCN(CCOC(N(CCCCC(=O)OCC(CCCCCC)CCCCCC)CCCCCCCC)=O)CCOC(N(CCCCC(=O)OCCCCCCCC)CCCCCCCC)=O)CC 1-(2-hexyloctyl) 21-octyl 11-(2-(diethylamino)ethyl)-6,16-dioctyl-7,15-dioxo-8,14-dioxa-6,11,16-triazahenicosanedioate